COC1=C(C=C(C=C1)C1=C(N=CS1)C(=O)OCC)[N+](=O)[O-] ethyl 5-(4-methoxy-3-nitrophenyl)thiazole-4-carboxylate